C(#N)C1=CC(=C(C=C1)N1CCN(CC1)CC1=CC(=NNC1=O)NC(=O)NCC)F 1-(5-((4-(4-cyano-2-fluorophenyl)piperazin-1-yl)methyl)-6-oxo-1,6-dihydropyridazin-3-yl)-3-ethylurea